chloro-5'-methoxy-6-methyl-N-(5-(pyridin-4-ylmethyl)-4,5,6,7-tetrahydrothiazolo[5,4-c]pyridin-2-yl)-[4,4'-bipyridyl]-3-carboxamide ClC1=NC(=CC(=C1C(=O)NC=1SC=2CN(CCC2N1)CC1=CC=NC=C1)C1=CC=NC=C1OC)C